C(C)OC(=O)C1(C(N(C2=C1C=C1C(NC(=NC1=C2)C)=O)C)=O)C 2,6,8-trimethyl-4,7-dioxo-4,6,7,8-tetrahydro-3H-pyrrolo[3,2-g]quinazoline-6-carboxylic acid ethyl ester